lauryl methacrylate (dodecyl methacrylate) C(CCCCCCCCCCC)C=C(C(=O)O)C.C(C(=C)C)(=O)OCCCCCCCCCCCC